BrC=1N=CC=2N(C1)C=C(N2)C2N(C[C@@H](C2)OC)C(=O)OC(C)(C)C tert-butyl (4R)-2-(6-bromoimidazo[1,2-a]pyrazin-2-yl)-4-methoxypyrrolidine-1-carboxylate